CC1(NC(CC(C1)C1(OC2(OCC1)CCCCC2)C2CC(NC(C2)(C)C)(C)C)(C)C)C Bis(2,2,6,6-tetramethyl-4-piperidinyl)-1,5-dioxaspiro{5.5}undecan